OC\C=C/CN1N=C(N=C1)C(=O)N (Z)-1-(4-hydroxybut-2-ene-1-yl)-1H-1,2,4-triazole-3-carboxamide